N-((S)-2-((5-(1,4-dimethyl-1H-pyrazol-5-yl)pyridin-2-yl)amino)-1-((1r,4S)-4-methylcyclohexyl)-2-oxoethyl)-1-methyl-1H-pyrazole-5-carboxamide CN1N=CC(=C1C=1C=CC(=NC1)NC([C@H](C1CCC(CC1)C)NC(=O)C1=CC=NN1C)=O)C